methyl 3-((1-methyl-9-(1-methyl-1H-pyrazol-4-yl)-6,7-dihydro-5H-benzo[c][1,2,3]triazolo[1,5-a]azepin-7-yl) amino)benzoate CC=1N=NN2C1C1=C(C(CC2)NC=2C=C(C(=O)OC)C=CC2)C=C(C=C1)C=1C=NN(C1)C